2-trimethylsilylethyl N-[2-[2-[2-[2-[2-(4-amino-3-methoxy-pyrazol-1-yl)ethoxy]ethoxy]ethoxy] ethoxy]ethyl]carbamate NC=1C(=NN(C1)CCOCCOCCOCCOCCNC(OCC[Si](C)(C)C)=O)OC